ClC1=CC(=C(C=C1)[C@@]1(OC2=C(O1)C=CC=C2C2CCN(CC2)CC=2N=NC(=CC2N2CC(CC2)O)C2=NN=C(N2)C(F)(F)F)C)F 1-(3-((4-((S)-2-(4-chloro-2-fluorophenyl)-2-methylbenzo[d][1,3]dioxol-4-yl)piperidin-1-yl)methyl)-6-(5-(trifluoromethyl)-4H-1,2,4-triazol-3-yl)pyridazin-4-yl)pyrrolidin-3-ol